C(C)(C)C1=C(NC2=CC=C(C=C12)C1CN(C1)CCS(=O)(=O)C)C=1C(=C(C(N(C1)C)=O)C)C 5-(3-Isopropyl-5-(1-(2-(methylsulfonyl)ethyl)azetidin-3-yl)-1H-indol-2-yl)-1,3,4-trimethylpyridin-2(1H)-on